FC1=CC=C(C=C1)N1N=CC(=C1)C=1C=C(C(=C(C=O)C1)O)OC 5-(1-(4-fluorophenyl)-1H-pyrazol-4-yl)-2-hydroxy-3-methoxybenzaldehyde